[Cl-].[Cl-].C1(=CC=CC=C1)P(C1=CC=CC=C1)C1=CC=CC=C1.C1(=CC=CC=C1)P(C1=CC=CC=C1)C1=CC=CC=C1.[Pd+2] palladium(2+) bis(triphenylphosphane) dichloride